(R)-2-(4-(3-chloro-4-((3,5-difluoropyridin-2-yl)methoxy-d2)-5',6-dimethyl-2-oxo-2H-[1,4'-bipyridin]-2'-yl)thiazol-2-yl)-N,2-dimethylpropionamide ClC=1C(N(C(=CC1OC([2H])([2H])C1=NC=C(C=C1F)F)C)C1=CC(=NC=C1C)C=1N=C(SC1)C(C(=O)NC)(C)C)=O